C(C)(=O)OC(CCC)CCCCCCCC=O oxododec-4-yl acetate